C(=O)O.FC1(CN(C1)[C@H](C)C1=NC=CC(=C1NC(=O)C=1C=NC(=NC1)C(C)C)C1=C(C=CC(=C1)F)F)F |r| (R) and (S)-N-(2-(1-(3,3-difluoroazetidin-1-yl)ethyl)-4-(2,5-difluorophenyl)pyridin-3-yl)-2-isopropylpyrimidine-5-carboxamide formate salt